OC(COC=1C(=CC=C2C(C(OCC12)C)=O)OC)CN1CCN(CC1)C1=CC=CC=C1 8-(2-hydroxy-3-(4-phenylpiperazin-1-yl)propoxy)-7-methoxy-3-methylisochroman-4-one